(+/-)-cis-3-ethyl-4-hydroxypiperidine-1-carboxylic acid tert-butyl ester C(C)(C)(C)OC(=O)N1C[C@H]([C@H](CC1)O)CC |r|